Maleimide Triglycolate C(CO)(=O)O.C(CO)(=O)O.C(CO)(=O)O.C1(C=CC(N1)=O)=O